C1(CCCCC1)C[C@@H](C(=O)N[C@H](CO)CCC(=O)N1CCOC2=C(C1)C=CC=C2)NC(OC2CCN(CC2)S(=O)(=O)C)=O 1-(methylsulfonyl)piperidin-4-yl ((S)-3-cyclohexyl-1-(((S)-5-(2,3-dihydrobenzo[f][1,4]oxazepin-4(5H)-yl)-1-hydroxy-5-oxopentan-2-yl)amino)-1-oxopropan-2-yl)carbamate